C[Si](OC1=CC=CC=C1)(OC1=CC=CC=C1)C1=C(C=CC=C1)O methyl-(hydroxyphenyl)diphenyloxysilane